C(C)(C)(C)OC(=O)NC(C(=O)O)CCC 2-(tert-butoxycarbonylamino)pentanoic acid